C(C)C1=NC(=CC=C1C=1C=C(C=C2C=C(N(C12)CC(C)C)C=1CNCCC1)C(=O)N1CCN(CC1)C1=NC=C(C=C1OC)F)C (7-(2-Ethyl-6-methylpyridin-3-yl)-1-isobutyl-2-(1,2,5,6-tetrahydropyridin-3-yl)-1H-indol-5-yl)(4-(5-fluoro-3-methoxypyridin-2-yl)piperazin-1-yl)methanone